2-bromo-4-(2-hydroxyethyl)phenol BrC1=C(C=CC(=C1)CCO)O